C(C)(C)(C)OC(=O)N1[C@@H](CCC1)C1=CC=C(C=C1)C(N)=O.N1C(CCC1)C1=CC=C(C(=O)N)C=C1 4-(Pyrrolidin-2-yl)benzamide tert-Butyl-(S)-2-(4-carbamoylphenyl)pyrrolidine-1-carboxylate